C[C@@H]1N(CCC1)CC1=NC2=C(N1)C=CC(=C2)NC(=O)C=2C=C(C(=O)OC)C=CC2 methyl (S)-3-((2-((2-methylpyrrolidin-1-yl) methyl)-1H-benzo[d]imidazol-5-yl)carbamoyl)benzoate